4-(7-(1-(4-((2,6-dioxopiperidin-3-yl)amino)-2-fluorophenyl)piperidin-4-yl)-1,3-dimethyl-2-oxo-1,2-dihydroquinolin-5-yl)-1-methyl-1,2,3,4-tetrahydroquinoxaline-6-carbonitrile O=C1NC(CCC1NC1=CC(=C(C=C1)N1CCC(CC1)C1=CC(=C2C=C(C(N(C2=C1)C)=O)C)N1CCN(C2=CC=C(C=C12)C#N)C)F)=O